4-(piperidin-4-ylmethyl)morpholine N1CCC(CC1)CN1CCOCC1